FC(C(=O)O)(F)F.[N+](=O)([O-])C1=CC=C(C=C1)N1C2(CC2)CNCC1 4-(4-Nitrophenyl)-4,7-diazaspiro[2.5]octane trifluoroacetate